N-(3-chloropropyl)dibutylamine CCCCN(CCCC)CCCCl